FC(C=1C(=C(C=CC1)[C@@H](C)NC=1C2=C(N=C(N1)C)N=C(C(=C2)C2CCN(CC2)C(C)C)OCCN(C)C)F)F (R)-N-(1-(3-(difluoromethyl)-2-fluorophenyl)ethyl)-7-(2-(dimethylamino)ethoxy)-6-(1-isopropylpiperidin-4-yl)-2-methylpyrido[2,3-d]pyrimidin-4-amine